N1C=C(C2=CC=CC=C12)CCNC=1C2=C(N=CN1)SC(=C2)C2=CC=C(C=C2)F N-(2-(1H-indol-3-yl)ethyl)-6-(4-fluorophenyl)thieno[2,3-d]pyrimidin-4-amine